(S)-N-(1-(3-(2-(trifluoromethyl)pyridin-4-yl)-1,2,4-oxadiazol-5-yl)propyl)cyclohexanecarboxamide FC(C1=NC=CC(=C1)C1=NOC(=N1)[C@H](CC)NC(=O)C1CCCCC1)(F)F